1,1-dioxo-2H-benzo[b][1,4,5]oxthiazepine-3(4H)-one O=S1(C2=C(OCC(N1)=O)C=CC=C2)=O